C(C)(C)(C)OC(=O)N(CC#CC=1N(C2=CC=CC(=C2C1)NC1C(CN(CC1)C(=O)OC(C)(C)C)F)CCC)C1=C(C=C(C=C1OC)S(=O)(=O)C)F tert-butyl 4-((2-(3-((tert-butoxycarbonyl)(2-fluoro-6-methoxy-4-(methylsulfonyl)phenyl)amino)prop-1-yn-1-yl)-1-propyl-1H-indol-4-yl)amino)-3-fluoropiperidine-1-carboxylate